(3R)-2-(3,4-Dichlorobenzoyl)-3-methyl-10-(2-methylpropyl)-1,2,3,4,7,8,9,10-octahydro-11H-pyrido[4',3':3,4]pyrazolo[1,5-a][1,4]diazepin-11-one ClC=1C=C(C(=O)N2CC=3C(=NN4C3C(N(CCC4)CC(C)C)=O)C[C@H]2C)C=CC1Cl